ClC(OC1=CC=C(C=C1)NC(=O)C1=CC2=C(N(C=N2)C)C(=C1)C=1C=NC=NC1)(F)F N-(4-(chlorodifluoromethoxy)phenyl)-1-methyl-7-(pyrimidin-5-yl)-1H-benzo[d]imidazole-5-carboxamide